methyl (1R,2S,5S)-3-[(2S,3R)-2-(benzyloxycarbonylamino)-3-(3,3-difluorocyclobutoxy)butanoyl]-6,6-dimethyl-3-azabicyclo[3.1.0]hexane-2-carboxylate C(C1=CC=CC=C1)OC(=O)N[C@H](C(=O)N1[C@@H]([C@H]2C([C@H]2C1)(C)C)C(=O)OC)[C@@H](C)OC1CC(C1)(F)F